C(CCC)SCCCC.[Sn+4] tin (IV) di(n-butyl) sulfide